(4S)-1-(4-(2,3-dihydroxypropoxy)-2,6-difluorobenzyl)-3,4-dimethyl-2-oxo-N-(2,4,6-trifluorobenzyl)-1,2,3,4-tetrahydroquinazoline-7-carboxamide OC(COC1=CC(=C(CN2C(N([C@H](C3=CC=C(C=C23)C(=O)NCC2=C(C=C(C=C2F)F)F)C)C)=O)C(=C1)F)F)CO